C(=O)(O)CN(C1=C(C=CC(=C1)NC(=O)C1CCCCC1)N(CC(=O)O)CC(=O)O)CC(=O)O N-{2-[bis(carboxymethyl)amino]-4-[(cyclohexylcarbonyl)amino]phenyl}-N-(carboxymethyl)glycine